2-[1H-Benzimidazol-2-yl-[1-(2-trimethylsilylethoxymethyl)-5,6-dihydro-4H-cyclopenta[c]pyrazol-3-yl]methyl]-6-[4-[1-methyl-4-piperidyl]phenyl]isoindolin-1-one N1C(=NC2=C1C=CC=C2)C(N2C(C1=CC(=CC=C1C2)C2=CC=C(C=C2)C2CCN(CC2)C)=O)C=2C1=C(N(N2)COCC[Si](C)(C)C)CCC1